C(C)(=O)C=1C=CN2C3=C(C(=C2C1)C1=CC=C(C=C1)C(NCC1=CC=C(C=C1)C=1N=NC(=NN1)C)=O)CN(C3=O)CCCNC(OC(C)(C)C)=O tert-butyl (3-(7-acetyl-9-(4-((4-(6-methyl-1,2,4,5-tetrazin-3-yl)benzyl)carbamoyl)phenyl)-3-oxo-1,3-dihydro-2H-pyrrolo[3,4-b]indolizin-2-yl)propyl)carbamate